1-(4-(benzyl(2,4-dimethoxybenzyl)amino)-8-(2-morpholinoethoxy)-5,6,7,8-tetrahydroquinazolin-2-yl)-2-methyl-indole-4-carboxamide C(C1=CC=CC=C1)N(C1=NC(=NC=2C(CCCC12)OCCN1CCOCC1)N1C(=CC=2C(=CC=CC12)C(=O)N)C)CC1=C(C=C(C=C1)OC)OC